CC1=NN(C(=C1)C)[BH-](N1N=C(C=C1C)C)N1N=C(C=C1C)C.[K+] potassium tri(3,5-dimethyl-1-pyrazolyl)borohydride